6-bromo-8-chloro-7-methylimidazo[1,2-a]pyridine BrC=1C(=C(C=2N(C1)C=CN2)Cl)C